5-Fluoro-2-(3-methyl-6-{1-[(3R)-2-methyl-6-oxohexan-3-yl]azetidin-3-yl}imidazo[1,5-a]pyridin-8-yl)-N,N-di(isopropyl)benzamide FC=1C=CC(=C(C(=O)N(C(C)C)C(C)C)C1)C=1C=2N(C=C(C1)C1CN(C1)[C@@H](C(C)C)CCC=O)C(=NC2)C